3-cyano-2-(thiophen-3-yl)cyanopyridine C(#N)C=1C(=NC=CC1C#N)C1=CSC=C1